5-(3-(2-(dimethylamino)-ethyl)-5-methoxy-1H-indol-1-yl)-5-oxopentanoic acid formate salt C(=O)O.CN(CCC1=CN(C2=CC=C(C=C12)OC)C(CCCC(=O)O)=O)C